4-(pentacenylamino)cyclohexanone C1(=CC=CC2=CC3=CC4=CC5=CC=CC=C5C=C4C=C3C=C12)NC1CCC(CC1)=O